styryl-cyclobutyl-phosphinic acid C(=CC1=CC=CC=C1)P(O)(=O)C1CCC1